(S)-2-((R)-3-methylmorpholin-4-yl)-7-((S)-1-phenylethyl)-6,7-dihydro-5H-pyrazolo[1,5-a]pyrazin-4-one C[C@H]1N(CCOC1)C1=NN2C(C(NC[C@@H]2[C@@H](C)C2=CC=CC=C2)=O)=C1